C1=CC=CC=2SC3=CC=CC=C3N(C12)CCCN1C(CCCC1)=O 1-(3-(10H-phenothiazin-10-yl)propyl)piperidin-2-one